NC=1SC2=C(N1)C=CC(=C2)C2=NC1=CC=C3C(=C1C(=C2)C(=O)O)C=NN3 7-(2-aminobenzo[d]thiazol-6-yl)-3H-pyrazolo[4,3-f]quinoline-9-carboxylic acid